FC(C(=O)OCC)CC1=C(N=C(N1C[C@H]1OCC1)C=O)C Ethyl 2-fluoro-3-(2-formyl-4-methyl-1-(((S)-oxetan-2-yl)methyl)-1H-imidazol-5-yl)propanoate